FC(C(=O)O)(F)F.ClC=1C=CC2=C(N=C(O2)N2CCC(CC2)CNC(CC2CNCC2)=O)C1 N-[[1-(5-Chloro-1,3-benzoxazol-2-yl)-4-piperidyl]methyl]-2-pyrrolidin-3-yl-acetamide 2,2,2-trifluoroacetic acid salt